2-((5-amino-4-((2-(dimethylamino)ethyl)(methyl)amino)-2-methoxyphenyl)amino)-4-(6-Carbamoyl-1-methyl-1H-indol-4-yl)pyrimidine-5-carboxylic acid isopropyl ester C(C)(C)OC(=O)C=1C(=NC(=NC1)NC1=C(C=C(C(=C1)N)N(C)CCN(C)C)OC)C1=C2C=CN(C2=CC(=C1)C(N)=O)C